CC=1N=NN(C1NC(=O)NC(C)C1=CC=CC=C1)C1=CC=C(C=C1)C1=CC=C(C=C1)C1(CC1)C(=O)O 1-(4'-(4-methyl-5-(3-(1-phenylethyl)ureido)-1H-1,2,3-triazol-1-yl)-[1,1'-biphenyl]-4-yl)cyclopropane-1-carboxylic acid